5,10,15,20-tetra(hydroxyphenyl)porphyrin OC1=C(C=CC=C1)C=1C2=CC=C(N2)C(=C2C=CC(C(=C3C=CC(=C(C=4C=CC1N4)C4=C(C=CC=C4)O)N3)C3=C(C=CC=C3)O)=N2)C2=C(C=CC=C2)O